5-fluoro-N-isopropyl-N-methyl-2-((4-(7-(4-(2-oxooxazolidin-3-yl)benzyl)-2,7-diazaspiro[4.4]nonan-2-yl)pyrimidin-5-yl)oxy)benzamide FC=1C=CC(=C(C(=O)N(C)C(C)C)C1)OC=1C(=NC=NC1)N1CC2(CC1)CN(CC2)CC2=CC=C(C=C2)N2C(OCC2)=O